1-(5-(4-(cyclopropanecarbonyl)piperazine-1-carbonyl)thieno[2,3-b]pyridin-4-yl)-4-methylpiperidine-4-carbonitrile C1(CC1)C(=O)N1CCN(CC1)C(=O)C=1C(=C2C(=NC1)SC=C2)N2CCC(CC2)(C#N)C